N1-Benzylmalonamide C(C1=CC=CC=C1)NC(CC(=O)N)=O